C(C)OC(/C(=N/NC(C(CCCl)C1=C(C=CC=C1)F)=O)/N)=O (Z)-2-amino-2-(2-(4-chloro-2-(2-fluorophenyl)butyryl)hydrazono)acetic acid ethyl ester